C(C)(C)(C)OC(NC1=C(C=NC=C1)OC)=O (3-Methoxypyridin-4-yl)carbamic acid tert-butyl ester